N,N-Dimethyl-4-(4-nitrophenyl)tetrahydro-2H-pyran-4-carboxamide CN(C(=O)C1(CCOCC1)C1=CC=C(C=C1)[N+](=O)[O-])C